(E)-4-(2-(2-methoxyethyl)-3-methyl-5-(2-(1-(m-tolyl)ethylidene)hydrazinyl)-3H-imidazo[4,5-b]pyridin-7-yl)morpholine COCCC1=NC=2C(=NC(=CC2N2CCOCC2)N/N=C(\C)/C=2C=C(C=CC2)C)N1C